C(C1=CC=CC=C1)C1=C(C=CC(=C1)Cl)O ortho-benzyl-para-chlorophenol